6-chloropyrazolo[1,5-a]pyrazine-4-carbaldehyde ClC=1N=C(C=2N(C1)N=CC2)C=O